CN1C=CC2=CC=CC(=C12)CN (1-methyl-1H-indol-7-yl)methanamine